1-BENZYL-5-CHLORO-3-ETHYL-1H-PYRAZOLE-4-CARBALDEHYDE C(C1=CC=CC=C1)N1N=C(C(=C1Cl)C=O)CC